4-Hydroxycytidine OC1(NC(N([C@H]2[C@H](O)[C@H](O)[C@@H](CO)O2)C=C1)=O)N